butyric acid sec.-butyl ester C(C)(CC)OC(CCC)=O